NC1=C(C=C(C(=C1)Br)F)C=O 2-amino-4-bromo-5-fluorobenzene-1-carbaldehyde